6-bromo-8-chloro-spiro[2H-imidazo[1,5-a]pyridine-3,4'-piperidine]-1,5-dione hydrochloride Cl.BrC1=CC(=C2N(C1=O)C1(CCNCC1)NC2=O)Cl